3-[5-[1-(2-fluoro-6-methyl-phenyl)-piperidin-4-yl]-6-oxo-7-(2-trifluoromethyl-benzyl)-4,5,6,7-tetrahydro-pyrazolo[3,4-d]pyrimidin-2-yl]-2-methyl-propionic acid methyl ester COC(C(CN1N=C2N(C(N(CC2=C1)C1CCN(CC1)C1=C(C=CC=C1C)F)=O)CC1=C(C=CC=C1)C(F)(F)F)C)=O